ClC1=C(COC2=CC=CC(=N2)C=2CCN(CC2)CC=2C=CC(=NC2)C#N)C=CC(=C1)Cl 5-((6-((2,4-Dichlorobenzyl)oxy)-3',6'-dihydro-[2,4'-bipyridin]-1'(2'H)-yl)methyl)picolinonitrile